COCCNCCCCS(=O)(=O)O 4-(2-methoxyethylamino)-butanesulfonic acid